(R)-1-(2-(2-(Methoxymethyl)pyrrolidin-1-yl)benzo[d]oxazol-6-yl)-4-oxo-6'-(pyrrolidine-1-yl)-1,4-dihydro-[2,3'-bipyridine]-5-carboxylic acid COC[C@@H]1N(CCC1)C=1OC2=C(N1)C=CC(=C2)N2C(=CC(C(=C2)C(=O)O)=O)C=2C=NC(=CC2)N2CCCC2